2-(4-(2-([1,2,4]triazolo[1,5-b]pyridazin-6-yl)-3-isopropyl-1H-indol-5-yl)piperidin-1-yl)-N,N-dimethylacetamide N=1C=NN2N=C(C=CC21)C=2NC1=CC=C(C=C1C2C(C)C)C2CCN(CC2)CC(=O)N(C)C